C(C1=CC=CC=C1)(=O)C1=CC=C(C(=O)NCC(=O)N2[C@@H](C[C@@](C2)(CF)F)C(=O)N[C@H](C)C=2SC=C(C2)C(N)=N)C=C1 (2S,4R)-1-((4-benzoylbenzoyl)glycyl)-N-((R)-1-(4-carbamimidoylthiophen-2-yl)ethyl)-4-fluoro-4-(fluoromethyl)pyrrolidine-2-carboxamide